N-[2-(3,3-difluorocyclohexyl)-4-(2-fluorophenyl)-3-pyridyl]-2-isopropyl-pyrimidine-5-carboxamide FC1(CC(CCC1)C1=NC=CC(=C1NC(=O)C=1C=NC(=NC1)C(C)C)C1=C(C=CC=C1)F)F